C1CCC2=CC(=CC=C12)C1=NC(=NN1C)CN1CCCC1 5-(2,3-dihydro-1H-inden-5-yl)-1-methyl-3-(pyrrolidin-1-ylmethyl)-1H-1,2,4-triazole